CC(C1=CC=CC=C1)N(C)C α-methylbenzyldimethylamine